exo-7-(8-aza-bicyclo[3.2.1]oct-3-yloxy)-chromen-2-one hydrochloride Cl.C12CC(CC(CC1)N2)OC2=CC=C1C=CC(OC1=C2)=O